{1-[3-(dibenzylamino)-2-fluoro-4-nitrophenyl]-4,4-difluorocyclohexyl}(3,3-difluoro-azetidin-1-yl)methanone xenon [Xe].C(C1=CC=CC=C1)N(C=1C(=C(C=CC1[N+](=O)[O-])C1(CCC(CC1)(F)F)C(=O)N1CC(C1)(F)F)F)CC1=CC=CC=C1